p-butyl-benzene C(CCC)C1=CC=CC=C1